Pyridazine-3-carbonitrile dihydrochloride Cl.Cl.N1=NC(=CC=C1)C#N